FC(C(=O)O)(F)F.O=C1NC(CCC1N1C(C2=CC=CC(=C2C1=O)NCCCCCN)=O)=O 5-{[2-(2,6-dioxopiperidin-3-yl)-1,3-dioxoisoindol-4-yl]amino}pentan-1-amine trifluoroacetate